C(C(O)C)(=O)[O-].[Na+].C(C(O)C)(=O)[O-].[Na+] sodium lactate sodium lactate